OC1(COC1)C1=CC=C(C=C1)NS(=O)(=O)C1CCN(CC1)C(C1=CC=C(C=C1)C(F)(F)F)=O N-(4-(3-hydroxyoxetan-3-yl)phenyl)-1-(4-(trifluoromethyl)benzoyl)piperidine-4-sulfonamide